7-[(2S,3S,4R,5R)-3,4-bis(benzyloxy)-5-[(benzyloxy)methyl]oxolan-2-yl]-N-cyclopentyl-2-ethenylimidazo[2,1-f][1,2,4]triazin-4-amine C(C1=CC=CC=C1)O[C@H]1[C@@H](O[C@@H]([C@H]1OCC1=CC=CC=C1)COCC1=CC=CC=C1)C1=CN=C2C(=NC(=NN21)C=C)NC2CCCC2